FC=1C(=NC=CC1NC=1C=NC2=CC=CC=C2C1)NC1=CC(=C(C=C1)OC1CC(C1)N(C)C)OC 3-fluoro-2-{3-methoxy-4-[(1s,3s)-3-(dimethylamino)cyclobutoxy]phenylamino}-4-(3-quinolylamino)pyridine